ClC(C1=NC(=NO1)C1=CC=C(C=C1)C(CS(=O)(=O)CC1CC1)=O)(F)F 1-(4-(5-(chlorodifluoromethyl)-1,2,4-oxadiazol-3-yl)phenyl)-2-((cyclopropylmethyl)sulfonyl)ethan-1-one